4-((1-(3-(difluoromethyl)-2-fluorophenyl)ethyl)amino)-2-methyl-6-(1-methyl-6-oxo-1,6-dihydropyridin-3-yl)pyrido[2,3-d]pyrimidin-7(8H)-one FC(C=1C(=C(C=CC1)C(C)NC=1C2=C(N=C(N1)C)NC(C(=C2)C2=CN(C(C=C2)=O)C)=O)F)F